ClC=1C=C2C(=CC(=NC2=CC1)C(F)(F)F)N[C@@H]1C[C@@H](CCC1)NC(=O)C=1C=NN(C1)C N-[(1R,3S)-3-{[6-chloro-2-(trifluoromethyl)quinolin-4-yl]amino}cyclohexyl]-1-methyl-1H-pyrazole-4-carboxamide